FC1=C(C=CC=C1)C1=CC=C(C=C1)[C@H](C)NC(=O)[C@H]1N(C[C@@H](C1)O)C([C@H](C(C)(C)C)NC(=O)[C@H]1NCCCC1)=O (S)-N-((S)-1-((2S,4R)-2-(((S)-1-(2'-fluoro-[1,1'-biphenyl]-4-yl)ethyl)carbamoyl)-4-hydroxypyrrolidin-1-yl)-3,3-dimethyl-1-oxobutan-2-yl)piperidine-2-carboxamide